3-chloro-4,5-difluoro-2'-nitro-biphenyl ClC=1C=C(C=C(C1F)F)C1=C(C=CC=C1)[N+](=O)[O-]